C(C)(C)(C)OC(=O)N1CCN(CC1)C1=NC(=CC(=C1)I)OC1CCC(CC1)NC(=O)OC(C)(C)C 4-(6-((4-((tert-Butoxycarbonyl)amino)cyclohexyl)oxy)-4-iodopyridin-2-yl)piperazine-1-carboxylic acid tert-butyl ester